FC1(CN(CC1)C=1C=CC=2N(C1)N=CN2)F 6-(3,3-difluoropyrrolidin-1-yl)-[1,2,4]triazolo[1,5-a]pyridine